C(=O)(O)C1=C(C=C(C=C1)C1=CC(=C(C=C1)F)F)NC(=O)C1=C(C=C(C(=C1)C(=O)O)O)C(=O)O 2-({4-carboxy-3',4'-difluoro-[1,1'-biphenyl]-3-yl}carbamoyl)-5-hydroxybenzene-1,4-dicarboxylic acid